NC=1C(=C(C=CC1)C=1N=C(SC1C1=NC(=NC=C1)Cl)C1CCN(CC1)C(=O)OC(C)(C)C)F tert-butyl 4-[4-(3-amino-2-fluorophenyl)-5-(2-chloropyrimidin-4-yl)-1,3-thiazol-2-yl]piperidine-1-carboxylate